(6-((5-Bromo-2-((2-methoxy-5-(1-methyl-1H-pyrazol-4-yl)-4-(piperazine-1-yl)phenyl)amino)pyrimidin-4-yl)amino)quinoxalin-5-yl)dimethylphosphine oxide BrC=1C(=NC(=NC1)NC1=C(C=C(C(=C1)C=1C=NN(C1)C)N1CCNCC1)OC)NC=1C(=C2N=CC=NC2=CC1)P(C)(C)=O